Methyl (2-(2-oxooxazolidin-3-yl)ethyl) fumarate C(\C=C\C(=O)OCCN1C(OCC1)=O)(=O)OC